zirconium bis(n-butylcyclopentadienyl)zirconium C(CCC)C1(C=CC=C1)[Zr]C1(C=CC=C1)CCCC.[Zr]